CC1C=C1 3-Methylcyclopropen